(rac)-((1s,3s)-3-Hydroxy-3-methylcyclobutyl)(6-(4-methyl-3-(trifluoromethoxy)phenyl)-2-azaspiro[3.4]octan-2-yl)methanone OC1(CC(C1)C(=O)N1CC2(C1)C[C@@H](CC2)C2=CC(=C(C=C2)C)OC(F)(F)F)C |r|